(6'-(prop-1-en-2-yl)-[2,4'-bipyridyl]-2'-yl)-2-(pyridin-2-yl)-9H-carbazole C=C(C)C1=CC(=CC(=N1)C1=C(C=CC=2C3=CC=CC=C3NC12)C1=NC=CC=C1)C1=NC=CC=C1